[Na+].[Na+].ClC1=CC=C(C=C1C)S(=O)(=O)[O-].ClC1=CC=C(C=C1C)S(=O)(=O)[O-] 4-chloro-5-methylbenzenesulfonate disodium